CC1C(OC(CC(OC1)=O)C)=O 3,8-dimethyl-1,5-dioxocane-2,6-dione